Cl.NC1CCC(CC1)CN1CCC2(CN(C2)C2=NC=NC=C2OC2=C(C(=O)N(C(C)C)C(C)C)C=C(C=C2)F)CC1 2-((4-(7-((4-aminocyclohexyl)methyl)-2,7-diazaspiro[3.5]nonan-2-yl)pyrimidin-5-yl)oxy)-5-fluoro-N,N-diisopropylbenzamide hydrochloride